C(C)OP(OCC)(=O)[N@@]1[C@H](C1)C (S)-Diethyl(2-Methylaziridin-1-Yl)Phosphonate